tert-butyl 4-(3-{[4-(trifluoromethyl)phenyl]amino}pyridin-2-yl)piperazine-1-carboxylate FC(C1=CC=C(C=C1)NC=1C(=NC=CC1)N1CCN(CC1)C(=O)OC(C)(C)C)(F)F